7-(3-(1-(cyclopentylfluoromethyl)-5-fluoro-1H-pyrazol-4-yl)-6-methylpyridin-2-yl)-3-methoxycinnoline C1(CCCC1)C(N1N=CC(=C1F)C=1C(=NC(=CC1)C)C1=CC=C2C=C(N=NC2=C1)OC)F